ClC1=C(C(=O)N[C@H]2[C@H]3CC[C@@H](C2)N3C#N)C=CC=C1O[C@@H]1C[C@@H](C1)C#N 2-chloro-N-((1R,2R,4S)-7-cyano-7-azabicyclo[2.2.1]heptan-2-yl)-3-((cis-3-cyanocyclobutyl)oxy)benzamide